O([C@H]1[C@H](O)[C@@H](O)[C@H](O)[C@H](O1)CO)CC(COC(C1=CC=CC=C1)=O)O 3-(benzoyloxy)-2-hydroxypropyl beta-D-glucopyranoside